IMINOAMIDE N=[N-]